COC1=CC=C(C=C1)N1C(C=2C(C1=O)=CC=CC2)=O N-(p-methoxyphenyl)phthalimide